8-chloro-5-((2-(2-((5-chloro-6-oxo-1,6-dihydropyridazin-4-yl)amino)ethyl)-2-azaspiro[3.3]heptan-6-yl)methyl)-2-methylphthalazin-1(2H)-one ClC=1C=CC(=C2C=NN(C(C12)=O)C)CC1CC2(CN(C2)CCNC=2C=NNC(C2Cl)=O)C1